NC=1C(=CC(=NC1)Cl)NC(=O)[C@@H]1N(CCC1)C (2R)-N-(5-amino-2-chloropyridin-4-yl)-1-methylpyrrolidine-2-carboxamide